2-(4-(4-(pyrimidin-2-yl)piperazine-1-carbonyl)phenyl)-1H-benzo[d]imidazole-4-carboxamide N1=C(N=CC=C1)N1CCN(CC1)C(=O)C1=CC=C(C=C1)C1=NC2=C(N1)C=CC=C2C(=O)N